trimethyl-1-phenylmethanaminium hydroxide [OH-].C[N+](CC1=CC=CC=C1)(C)C